C1(CC1)C1=CC=C(N=N1)C(=O)O 6-Cyclopropylpyridazine-3-carboxylic acid